ethylenebis-lauramide 5-methyltetrahydrofolate (5-methyl-tetrahydrofolate) CN1C=2C(NC(=NC2NCC1CNC1=CC=C(C(N[C@@H](CCC(=O)O)C(=O)O)=O)C=C1)N)=O.CN1C=2C(NC(=NC2NCC1CNC1=CC=C(C(N[C@@H](CCC(=O)O)C(=O)O)=O)C=C1)N)=O.C(CCCCCCCCCCCCC(=O)N)CCCCCCCCCCCC(=O)N